[Cl-].ClCC[NH+](C)C 2-chloroethyl(dimethyl)ammonium chloride